1-ethyl-2,2,5,5-tetrabutyl-1-aza-2,5-disilacyclopentane C(C)N1[Si](CC[Si]1(CCCC)CCCC)(CCCC)CCCC